ClC=1C=C(OCC2=NN=C3N2CCNC3)C=CC1C=1N(C3=NC=NC(=C3N1)OC1(CC1)C)CC1=NC=CC(=C1)C 3-((3-chloro-4-(6-(1-methylcyclopropoxy)-9-((4-methylpyridin-2-yl)methyl)-9H-purin-8-yl)phenoxy)methyl)-5,6,7,8-tetrahydro-[1,2,4]triazolo[4,3-a]pyrazine